tert-Butyl 4-(2-hydroxypropan-2-yl)-2-azabicyclo[2.1.1]hexane-2-carboxylate OC(C)(C)C12CN(C(C1)C2)C(=O)OC(C)(C)C